COC1=C(C=CC(=N1)C=1C=NC(=CC1)CN1CCOCC1)NC(=O)C=1C(=NOC1C)C1=CC=CC=C1 N-(6-methoxy-6'-(morpholinomethyl)-[2,3'-bipyridin]-5-yl)-5-methyl-3-phenylisoxazole-4-carboxamide